4,4,4',4',6,6'-Hexamethyl-2,2'-spirobichroman-8,8'-diylbis(diphenylphosphan) CC1(CC2(OC3=C(C=C(C=C13)C)P(C1=CC=CC=C1)C1=CC=CC=C1)OC1=C(C=C(C=C1C(C2)(C)C)C)P(C2=CC=CC=C2)C2=CC=CC=C2)C